N-(3-{1H-imidazolo[4,5-c]pyridin-2-yl}phenyl)-[2,3'-bipyridin]-6'-amine N1C(=NC=2C=NC=CC21)C=2C=C(C=CC2)NC2=CC=C(C=N2)C2=NC=CC=C2